C(N)(O)=O.C(C)(C)(C)S(=O)(=O)NOCCNC(=O)OC(C)(C)C tert-butyl-(N-(2-((tert-butoxycarbonyl)amino)ethoxy)sulfonamide) carbamate